5-amino-8-(2,6-dimethyl-4-pyridyl)-2-[[(2S)-1-(2-methoxyethyl)pyrrolidin-2-yl]methyl]-7-phenyl-[1,2,4]triazolo[4,3-c]pyrimidin-3-one NC1=NC(=C(C=2N1C(N(N2)C[C@H]2N(CCC2)CCOC)=O)C2=CC(=NC(=C2)C)C)C2=CC=CC=C2